tert-butyl (3-(6-(4-(3-(2-(dimethylamino)ethyl)ureido)phenyl)-1H-benzo[d]imidazole-1-yl)phenyl)carbamate CN(CCNC(NC1=CC=C(C=C1)C=1C=CC2=C(N(C=N2)C=2C=C(C=CC2)NC(OC(C)(C)C)=O)C1)=O)C